1-isopropyl-3-methyl-N-[7-methylimidazo[1,2-a]pyridin-6-yl]pyrazolo[3,4-d]pyrimidin-6-amine C(C)(C)N1N=C(C=2C1=NC(=NC2)NC=2C(=CC=1N(C2)C=CN1)C)C